5-chloro-2-(2-(methoxymethoxy)-6-methyl-4-(trifluoromethyl)phenyl)-1-methyl-1H-imidazo[4,5-b]pyrazine ClC=1N=C2C(=NC1)N(C(=N2)C2=C(C=C(C=C2C)C(F)(F)F)OCOC)C